C(C)(C)S(=O)(=O)N1CCN(CC1)C1=CC(=NC=C1)NC=1SC2=NC(=CC=C2N1)C1=CC=NC=C1 N-(4-(4-(isopropylsulfonyl)piperazin-1-yl)pyridin-2-yl)-5-(pyridin-4-yl)thiazolo[5,4-b]pyridin-2-amine